C(#N)[C@@H](CC=1C(NC2=CC=C(C=C2C1)C)=O)NC(=O)[C@@H]1[C@@H]2C([C@H]2CN1C([C@H](C(C)(C)C)NC(C(F)(F)F)=O)=O)(C)C (1S,2S,5S)-N-[(1R)-1-cyano-2-(6-methyl-2-oxo-1H-quinolin-3-yl)ethyl]-3-[(2S)-3,3-dimethyl-2-[(2,2,2-trifluoroacetyl)amino]butanoyl]-6,6-dimethyl-3-azabicyclo[3.1.0]hexane-2-carboxamide